C(C)N1N=C(C(=C1)F)[S@](=O)(N)=NC(NC1=C2C(=NC=C1C1=CC=CC=C1)CCC2)=O (S)-1-ethyl-4-fluoro-N'-((3-phenyl-6,7-dihydro-5H-cyclopenta[b]pyridin-4-yl)carbamoyl)-1H-pyrazole-3-sulfonimidamide